ClC1=CN(C2=NC=CC(=C21)OC2=C(C=C(C=C2F)NC(=S)NCC2(CCOCC2)CO)F)COCC[Si](C)(C)C N-{4-[(3-chloro-1-{[2-(trimethylsilyl)ethoxy]methyl}-1H-pyrrolo[2,3-b]pyridin-4-yl)oxy]-3,5-difluorophenyl}-N'-{[4-(hydroxymethyl)oxan-4-yl]methyl}thiourea